C(C1=CC=CC=C1)N(C(C1=C(C(=C(C(=O)N)C=C1)Cl)C1=CC(=C(C=C1)Cl)C1=NC=CC=C1)=O)C N4-benzyl-2-chloro-M-(4-chloro-3-(pyridin-2-yl)phenyl)-N4-methylterephthalamide